(3-(4-(6-amino-5-(4-amino-2-fluorophenyl)pyridin-3-yl)benzyl)azetidin-1-yl)(tetrahydro-2H-pyran-4-yl)methanone NC1=C(C=C(C=N1)C1=CC=C(CC2CN(C2)C(=O)C2CCOCC2)C=C1)C1=C(C=C(C=C1)N)F